N1=CC=C(C=C1)CC1=CC=C(C=C1)NC(OCCCC)=O butyl (4-(pyridin-4-ylmethyl)phenyl)carbamate